docosa-9,12-dienoic acid C(CCCCCCCC=CCC=CCCCCCCCCC)(=O)O